[benzotriazol-1-yloxy(dimethylamino)methylidene]-dimethylazanium hexafluorophosphate F[P-](F)(F)(F)(F)F.N1(N=NC2=C1C=CC=C2)OC(N(C)C)=[N+](C)C